C1(CC1)[C@@H](C)NC=1N=CC2=C(N1)NC=C2C2=CC=1N(C=C2)N=CC1C(=O)NC1CC(C1)(F)F (R)-5-(2-((1-cyclopropylethyl)amino)-7H-pyrrolo[2,3-d]pyrimidin-5-yl)-N-(3,3-difluorocyclobutyl)pyrazolo[1,5-a]pyridine-3-carboxamide